4-[2-(5-chloro-2-pyridinyl)-2-methyl-1,3-benzodioxan-4-yl]piperidine-1-carboxylic acid tert-butyl ester C(C)(C)(C)OC(=O)N1CCC(CC1)C1OC(OC2=C1C=CC=C2)(C)C2=NC=C(C=C2)Cl